COC(CCN1CC=2C=C3C(=CC2C1)C(N(C3)C3C(NC(CC3)=O)=O)=O)OC 3-(6-(3,3-dimethoxypropyl)-1-oxo-3,5,6,7-tetrahydropyrrolo[3,4-f]isoindol-2(1H)-yl)piperidine-2,6-dione